ClC1=CC2=C(N=N1)N(C=C2C2=NC(=CC(=C2)C)[C@]2(COCC2)OC)C2CC(C2)C#N (R)-3-(3-chloro-5-(6-(3-methoxytetrahydrofuran-3-yl)-4-methylpyridin-2-yl)-7H-pyrrolo[2,3-c]Pyridazin-7-yl)cyclobutane-1-carbonitrile